FC1=C2C(=NC=C1)NC(=C2)C(=O)NC2CCC1(CC1)CC2 4-fluoro-N-spiro[2.5]octane-6-yl-1H-pyrrolo[2,3-b]pyridine-2-carboxamide